5-(3-methoxyphenyl)-5H-pyrido[3'',4'':4',5']pyrrolo[3',2':4,5]imidazo[1,2-a]pyrazine COC=1C=C(C=CC1)N1C2=C(C=3N=C4N(C=CN=C4)C31)C=NC=C2